C(C)(C)(C)OC(=O)N1C=C(C2=CC=C(C=C12)F)C(C(=O)OCC)C.C(C)(C)(C)C1=CC2=C(C3=CC=CC=C3C(=C2C=C1)C1=CC2=CC=CC=C2C=C1)C1=CC2=CC=CC=C2C=C1 2-tertButyl-9,10-di(2-naphthyl)anthracene tert-butyl-3-(1-ethoxy-1-oxopropan-2-yl)-6-fluoro-1H-indole-1-carboxylate